[Cd].[In].[Si] silicon-indium-cadmium